BrCC=1C=C(C=CC1)S(=O)(=O)Cl 3-(Bromomethyl)benzenesulfonyl chloride